2,12,16,18,20-pentazapentacyclo[9.7.1.14,7.02,8.015,19]icosa-1(19),11,13,15,17-pentaene-20-carboxylate C1=2N3CC4CCC(C3CCC3=NC=CC(=NC=N1)C23)N4C(=O)[O-]